((3R,5R)-3-amino-5-fluoropiperidin-1-yl)(2-(1-(3-hydroxypropyl)-2,3-dihydro-1H-pyrrolo[1,2,3-de]quinoxalin-5-yl)-7-methoxy-1-(prop-2-yn-1-yl)-1H-benzo[d]imidazol-5-yl)methanone N[C@H]1CN(C[C@@H](C1)F)C(=O)C1=CC2=C(N(C(=N2)C2=CC=3C=4N2CCN(C4C=CC3)CCCO)CC#C)C(=C1)OC